2-((5-(4-ethylphenyl)-4H-1,2,4-triazol-3-yl)thio)-1-phenylpropan-1-one C(C)C1=CC=C(C=C1)C=1NC(=NN1)SC(C(=O)C1=CC=CC=C1)C